ClC1=C(CNCC=2C=NC(=NC2)C(=O)OC)C=CC=C1 Methyl 5-(((2-chlorobenzyl)amino)methyl)pyrimidine-2-carboxylate